CC=1N=CN(C1)C=1C=C(CN2C[C@H](CCC2)NC(OC(C)(C)C)=O)C=C(C1)NC(C1=NC=CC(=C1)C1=CC=CC=C1)=O tert-butyl (S)-(1-(3-(4-methyl-1H-imidazol-1-yl)-5-(4-phenylpicolinamido)benzyl)piperidin-3-yl)carbamate